N-[5-[1-(2-cyanopyrimidin-4-yl)-3,6-dihydro-2H-pyridin-5-yl]-4-fluoro-2-[rac-(3R,5S)-3,4,5-trimethylpiperazin-1-yl]phenyl]-6-oxo-4-(trifluoromethyl)-1H-pyridine-3-carboxamide C(#N)C1=NC=CC(=N1)N1CCC=C(C1)C=1C(=CC(=C(C1)NC(=O)C1=CNC(C=C1C(F)(F)F)=O)N1C[C@H](N([C@H](C1)C)C)C)F |r|